C12(CC3CC(CC(C1)C3)C2)O 1-tricyclo[3.3.1.1(3,7)]decanol